(S)-2-(4-fluorobenzyl)-N-(1-(4-(methoxyamino)phenyl)ethyl)-4,7-dihydro-5H-thieno[2,3-c]pyran-3-carboxamide FC1=CC=C(CC2=C(C3=C(COCC3)S2)C(=O)N[C@@H](C)C2=CC=C(C=C2)NOC)C=C1